OCC=1SC2=C(NC(C=3C=CC=CC23)=O)N1 2-(hydroxymethyl)thiazolo[4,5-c]isoquinolin-5(4H)-one